C1(CC1)C(C1=CN(C=2C1=NC=C(C2)C=2C(=NOC2C)C)C2=C(C=C(C(=O)O)C=C2OCC)OCC)(O)C2CC2 4-(3-(dicyclopropyl(hydroxy)methyl)-6-(3,5-dimethylisoxazol-4-yl)-1H-pyrrolo[3,2-b]pyridin-1-yl)-3,5-diethoxybenzoic acid